4-bromo-5-methoxy-1-methyl-pyrazol BrC=1C=NN(C1OC)C